2-methyl-N-(2,2,2-trifluoro-1-(4-fluoro-3-methoxyphenyl)ethyl)propane-2-sulfinamide CC(C)(C)S(=O)NC(C(F)(F)F)C1=CC(=C(C=C1)F)OC